COC=1C=C(C=CC1)C1(NN1)C(F)(F)F 3-(3-methoxyphenyl)-3-(trifluoromethyl)-diaziridine